C[C@@H]1C[C@@H](CN1)C(C(=O)N)=C ((3R,5R)-5-methylpyrrolidin-3-yl)acrylamide